(Z)-1,1,1,2,3-pentafluoropropene FC(/C(=C/F)/F)(F)F